N(=C=O)C1=C2C=CCC2=CC=C1C1=CC(=NC=C1)OC 4-(4-isocyanatoinden-5-yl)-2-methoxy-pyridine